C(#N)[C@H](C[C@H]1C(NCC1)=O)NC(=O)[C@@H]1CC2(CC2)CCN1C(=O)C=1SC(=CN1)C1=CC=CC=C1 (S)-N-((S)-1-cyano-2-((S)-2-oxopyrrolidin-3-yl)ethyl)-6-(5-phenylthiazole-2-carbonyl)-6-azaspiro[2.5]octane-5-carboxamide